oxalic acid bis(pentafluorophenyl) ester FC1=C(C(=C(C(=C1OC(C(=O)OC1=C(C(=C(C(=C1F)F)F)F)F)=O)F)F)F)F